ClC=1C=CC=2N(C1[C@@H](O)C=1N=NN(C1C)C1=CC=CC=C1)C(=NC2)SCC |r| rac-(6-chloro-3-(ethylthio)imidazo[1,5-a]pyridin-5-yl)(5-methyl-1-phenyl-1H-1,2,3-triazol-4-yl)methanol